1-(4-(5-(chlorodifluoromethyl)-1,2,4-oxadiazol-3-yl)phenyl)-2-((thiazol-4-ylmethyl)thio)ethan-1-one ClC(C1=NC(=NO1)C1=CC=C(C=C1)C(CSCC=1N=CSC1)=O)(F)F